C1(CC1)NC1=NC(=NC=C1C(=O)NC1=C(C=CC=C1)F)NC1=CC=C(C=C1)N1CCN(CC1)C 4-(cyclopropylamino)-N-(2-fluorophenyl)-2-((4-(4-methylpiperazin-1-yl)phenyl)amino)pyrimidine-5-carboxamide